C1(CCC1)N1C(=NC2=NC(=NC(=C12)O)OC[C@H]1N(CCC1)C(=O)OC(C)(C)C)C(=O)C1=CC(=CC2=CC=C(C(=C12)C#C)F)OCOC tert-butyl (2S)-2-(((7-cyclobutyl-8-(8-ethynyl-7-fluoro-3-(methoxymethoxy)-1-naphthoyl)-6-hydroxy-7H-purin-2-yl)oxy)methyl)pyrrolidine-1-carboxylate